C(CC)C1=NNC(C1)=O 3-propyl-1H-pyrazol-5(4H)-one